OC1C[C@@H](CC2=CC[C@H]3[C@@H]4CC[C@H]([C@@](CCCC(C)C)(C)O)[C@]4(CC[C@@H]3[C@@]12C)C)O 1,20-dihydroxycholesterol